tert-butyl (2-methylbut-3-yn-2-yl)carbamate CC(C)(C#C)NC(OC(C)(C)C)=O